1-(3-cyclopropyl-5-fluoro-1-benzofuran-2-yl)-2-methylpropan-1-amine C1(CC1)C1=C(OC2=C1C=C(C=C2)F)C(C(C)C)N